C(C=1C(O)=CC=CC1)=NCC=1C(=CC=CC1)CN=CC=1C(O)=CC=CC1 N,N'-disalicylidenexylylenediamine